1-(4-((4'-((diethylamino)methyl)-[1,1'-biphenyl]-4-yl)methyl)phenyl)-5-methyl-1H-pyrazole-3-carboxamide C(C)N(CC)CC1=CC=C(C=C1)C1=CC=C(C=C1)CC1=CC=C(C=C1)N1N=C(C=C1C)C(=O)N